ClC=1C=C(C=C(C1)NS(=O)(=O)CC)NC(=O)C1=CN(C(=C1)C)C1=NC=C(C=N1)N1CC(C1)(F)F N-(3-chloro-5-(ethylsulfonamido)phenyl)-1-(5-(3,3-difluoroazetidin-1-yl)pyrimidin-2-yl)-5-methyl-1H-pyrrole-3-carboxamide